1-((1S,3S)-3-butyl-1-(4-((3,3-difluorocyclobutyl)amino)phenyl)-6-methoxy-3,4-dihydroisoquinolin-2(1H)-yl)-3-(trimethylsilyl)prop-2-yn-1-one C(CCC)[C@@H]1N([C@H](C2=CC=C(C=C2C1)OC)C1=CC=C(C=C1)NC1CC(C1)(F)F)C(C#C[Si](C)(C)C)=O